4-ethyl-N-(4-(((5-hydroxy-2,2-dimethyl-2H-chromen-6-yl)methylene)amino)phenyl)benzenesulfonamide C(C)C1=CC=C(C=C1)S(=O)(=O)NC1=CC=C(C=C1)N=CC=1C(=C2C=CC(OC2=CC1)(C)C)O